(E)-6-(2-oxo-1-phenylindolin-3-ylidene)-2-phenylhexanoic acid O=C\1N(C2=CC=CC=C2/C1=C\CCCC(C(=O)O)C1=CC=CC=C1)C1=CC=CC=C1